C(C)(C)(C)N(C(O)=O)CCCN1C2=C(OCCC1=O)C=CC=C2.ClC2=CC(=NC1=CC=CC=C21)C2=CC1=CC=CC=C1C=C2 4-Chloro-2-(2-naphthyl)quinoline tert-Butyl-(3-(4-oxo-3,4-dihydrobenzo[b][1,4]oxazepin-5(2H)-yl)propyl)carbamate